N-(5-((1R,5S)-1-(2,5-difluorophenyl)-2-azabicyclo[3.1.0]hexan-2-yl)pyrazolo[1,5-a]pyrimidin-3-yl)-6-methylpicolinamide FC1=C(C=C(C=C1)F)[C@@]12N(CC[C@H]2C1)C1=NC=2N(C=C1)N=CC2NC(C2=NC(=CC=C2)C)=O